C[C@@H]1N(C[C@@H](C1)OC1=CC=2N(C=N1)C=C(N2)C(F)(F)F)CC2=CN=C(S2)NC(C)=O N-(5-(((2S,4R)-2-methyl-4-((2-(trifluoromethyl)imidazo[1,2-c]pyrimidin-7-yl)oxy)pyrrolidin-1-yl)methyl)thiazol-2-yl)acetamide